NC=1N=C(N(N1)C1=NC=C(C=C1)C(=O)N1CCOCC1)C(C)NC(C1=CC(=CC(=C1)Br)Br)=O N-[1-[5-amino-2-[5-(morpholine-4-carbonyl)-2-pyridyl]-1,2,4-triazol-3-yl]ethyl]-3,5-dibromo-benzamide